CO[C@H]1[C@@H](SC2=CC(=C(C(=C2)Cl)F)Cl)O[C@@H]([C@@H]([C@@H]1N1N=NC(=C1)C=1SC=CN1)O)CO 3,5-dichloro-4-fluoro-phenyl 3-deoxy-2-O-methyl-3-[4-(2-thiazolyl)-1H-1,2,3-triazol-1-yl]-1-thio-α-D-galactopyranoside